2-(6-bromo-4-fluoro-3-iodo-1-isopropyl-1H-indol-2-yl)propan-2-ol BrC1=CC(=C2C(=C(N(C2=C1)C(C)C)C(C)(C)O)I)F